2-(2,6-diisopropyl-4-(6-methoxynaphthalen-2-yl)phenyl)acetic acid C(C)(C)C1=C(C(=CC(=C1)C1=CC2=CC=C(C=C2C=C1)OC)C(C)C)CC(=O)O